NC(CNC(CN(S(=O)(=O)C)C1CCN(CC1)[C@H](C)C1=CC=CC2=CC=CC=C12)=O)=O (R)-N-(2-amino-2-oxoethyl)-2-(N-(1-(1-(naphthalen-1-yl)ethyl)piperidin-4-yl)methylsulfonamido)acetamide